N2-(2-(dimethylamino)ethyl)-N2-methyl-N5-(4-(5'-methylspiro[cyclobutane-1,3'-pyrrolo[3,2-b]pyridin]-1'(2'H)-yl)pyrimidin-2-yl)-3-nitro-6-(2,2,2-trifluoroethoxy)pyridin-2,5-diamine CN(CCN(C1=NC(=C(C=C1[N+](=O)[O-])NC1=NC=CC(=N1)N1CC2(C3=NC(=CC=C31)C)CCC2)OCC(F)(F)F)C)C